((3S,4S)-1-(5-bromopyridin-2-yl)-3-hydroxypiperidin-4-yl)carbamic acid tert-butyl ester C(C)(C)(C)OC(N[C@@H]1[C@H](CN(CC1)C1=NC=C(C=C1)Br)O)=O